Tryptophanamide N[C@@H](CC1=CNC2=CC=CC=C12)C(=O)N